tert-butyl ((1S,4r)-4-(2-(((S)-2-hydroxy-2-(6-(trifluoromethyl)pyridin-2-yl)ethyl)amino)-2-methylpropyl)cyclohexyl)carbamate O[C@@H](CNC(CC1CCC(CC1)NC(OC(C)(C)C)=O)(C)C)C1=NC(=CC=C1)C(F)(F)F